C1(CCCCC1)NC(C)O[Si](OCC)(C)C N-cyclohexylamino-methyl-methyldiethoxysilane